Cl.N=1NC(C=CC1)=O pyridazin-3(2H)-one hydrochloride